4-(3-(4-ethoxy-3-methoxyphenyl)-1,2,4-oxadiazol-5-yl)-N-phenethyl-piperidine-1-carboxamide C(C)OC1=C(C=C(C=C1)C1=NOC(=N1)C1CCN(CC1)C(=O)NCCC1=CC=CC=C1)OC